ClC1=CC=C(C(=O)NC(C)C=2C=C3CCCN(C3=CC2)C(CC(C)C)=O)C=C1 4-chloro-N-{1-[1-(3-methylbutanoyl)-1,2,3,4-tetrahydroquinolin-6-yl]ethyl}benzamide